COC(C1=CC=C(C=C1)C(=C)C(C1=CC=CC=C1)P(=O)(C1=CC=CC=C1)C1=CC=CC=C1)=O.ClCCC[Si](OCC)(OCC)OCC 3-Chloro-1-propyltriethoxysilane methyl-4-(3-(diphenylphosphoryl)-3-phenylprop-1-en-2-yl)benzoate